C(C1=CC=CC=C1)C1NC=CC2=CC=CC=C12 1-benzyl-1,2-dihydroisoquinoline